4-methyl-5'-(trifluoromethyl)[2,3'-bipyridine]-4,5,6-triamine CC1(CC(=NC(=C1N)N)C=1C=NC=C(C1)C(F)(F)F)N